ClC=1N=NC=C(C1)Cl 3,5-dichloro-pyridazine